5,6-dihydroxyacenaphthene (S,E)-7-(Dimethylamino)-1-((1-((7-isobutyl-1H-pyrrolo[2,3-c]pyridin-2-yl)methyl)-2-oxo-1,2-dihydropyridin-3-yl)amino)-1,7-dioxohept-5-en-2-yl-dimethylcarbamat CN(C(/C=C/CC[C@H](C(=O)NC=1C(N(C=CC1)CC1=CC=2C(=C(N=CC2)CC(C)C)N1)=O)CN(C(O)=O)C)=O)C.OC1=CC=C2CCC=3C=CC(=C1C32)O